4-(propan-2-yloxy)benzoic acid CC(C)OC1=CC=C(C(=O)O)C=C1